C(C)N(C(=O)C1=C(OC=2C(=NC=NC2)N2C([C@@H]([C@@H](C2)F)CNC([O-])=O)C(C)(C)C)C=CC(=C1)F)C(C)C (((3S,4S)-1-(5-(2-(Ethyl(isopropyl)carbamoyl)-4-fluorophenoxy)pyrimidin-4-yl)-4-fluoro tert-butyl pyrrolidin-3-yl)methyl)carbamate